O=C1N(C(C=C1)=O)CCCCCC(=O)NCC(=O)NCC(=O)N[C@H](C(=O)O)CC1=CC=CC=C1 (2S)-2-(2-[2-[6-(2,5-dioxopyrrol-1-yl)hexanamido]acetamido]acetamido)-3-phenylpropanoic acid